C(=O)O.C1(CC1)[C@@H]1N(C2=CC(=CC=C2[C@@H]([C@H]1C)NC1=NC(=CC=C1)C)OC)C(C)=O |r| rac-1-((2S,3R,4R)-2-cyclopropyl-7-methoxy-3-methyl-4-((6-methylpyridin-2-yl)amino)-3,4-dihydroquinolin-1(2H)-yl)ethanone formic acid salt